C(C1=CC=CC=C1)OCCCOCCCCN1N=CC(=C1)C1=NN(C2=CC=C(C=C12)O)C1OCCCC1 3-(1-{4-[3-(benzyloxy)propoxy]butyl}-1H-pyrazol-4-yl)-1-(oxan-2-yl)-1H-indazol-5-ol